COC(C(C[C@@H](C)[C@H]1CC[C@H]2[C@@H]3[C@H](C[C@@H]4CCCC[C@]4(C)[C@H]3CC[C@]12C)OCOC)OC(C)=O)=O acetoxy-7β-methoxymethoxy-5β-cholanic acid methyl ester